ethyl 3-(1-methylethyl)-7-[2,3,5-tri(fluoro) phenyl]-1H-indole-2-carboxylate CC(C)C1=C(NC2=C(C=CC=C12)C1=C(C(=CC(=C1)F)F)F)C(=O)OCC